COC(C1=NC(=CC=C1OCOC)CCCCO)=O 6-(4-hydroxybutyl)-3-(methoxymethoxy)picolinic acid methyl ester